CN(C1=CC=C(C=CC2=NC=C(C(=O)NC3=CN(C(=C3)C(NC3=CN(C(=C3)C(NCC\C(=N/[H])\NCC)=O)C)=O)C)C=C2)C=C1)C (E)-6-(4-(dimethylamino)styryl)-N-(5-((5-((3-(ethylamino)-3-iminopropyl)carbamoyl)-1-methyl-1H-pyrrol-3-yl)carbamoyl)-1-methyl-1H-pyrrol-3-yl)nicotinamide